C1(CC1)C1=NC=NC(=C1C1=NN2C([C@@H](CCC2)NC2=CC=C(C=C2)C=2N(C=C(N2)C(F)(F)F)CC)=C1)OC (R)-2-(4-cyclopropyl-6-methoxypyrimidin-5-yl)-N-(4-(1-ethyl-4-(trifluoromethyl)-1H-imidazol-2-yl)phenyl)-4,5,6,7-tetrahydropyrazolo[1,5-a]pyridin-4-amine